The molecule is a steroid glucosiduronic acid that is (8xi,9xi,14xi)-androst-4-en-3-one carrying a glucosiduronic acid residue at position 17beta. It is a steroid glucosiduronic acid, a beta-D-glucosiduronic acid, a 3-oxo steroid and an enone. C[C@]12CCC3C(C1CC[C@@H]2O[C@H]4[C@@H]([C@H]([C@@H]([C@H](O4)C(=O)O)O)O)O)CCC5=CC(=O)CC[C@]35C